C(C)(C)OC(=O)CCCCCCCCOC=1C2=CC=CC=C2C(=C2C=CC=CC12)OCCCCCCCCC(=O)OC(C)C 9,10-bis(isopropoxycarbonyloctyleneoxy)anthracene